[Si](C)(C)(C(C)(C)C)O[C@@H]1[C@H](O[C@H](C1)N1C=C(C2=C1N=CN=C2NCC2=C(C=C(C=C2)OC)OC)N2N=CC=C2)CO [(2R,3S,5R)-3-[(tert-butyldimethylsilyl)oxy]-5-(4-{[(2,4-dimethoxyphenyl)methyl]amino}-5-(1H-pyrazol-1-yl)-7H-pyrrolo[2,3-d]pyrimidin-7-yl)oxolan-2-yl]methanol